3-amino-7-(4-tert-butylphenyl)-5-oxo-5H-[1,3]thiazolo[3,2-a]pyrimidine-6-carbonitrile NC1=CSC=2N1C(C(=C(N2)C2=CC=C(C=C2)C(C)(C)C)C#N)=O